FC(C(C(=O)N1C[C@H]2OC3=C([C@@H]1C2)C=NC=C3C#CC[C@H](CC)C)(C)C)F 3,3-difluoro-2,2-dimethyl-1-((2S,5S)-9-((S)-4-methylhex-1-yn-1-yl)-2,3-dihydro-2,5-methanopyrido[3,4-f][1,4]oxazepin-4(5H)-yl)propan-1-one